4-oxo-4,6,7,8-tetrahydropyrrolo[1,2-a]pyrazine-6-carboxylate O=C1C=NC=C2N1C(CC2)C(=O)[O-]